C(C)(C)(C)OOC(CC(CC(C)C)(C)C)OOC(C)(C)C 1,1-bis(t-butylperoxy)-3,3,5-trimethylhexane